OC[C@H]1N(CCC1)C1=CC=C(C(=N1)C#N)[N+](=O)[O-] (S)-6-(2-(hydroxymethyl)pyrrolidin-1-yl)-3-nitropicolinonitrile